(5R,8S)-8-hydroxy-N-(2,4,6-trifluorobenzyl)-5,6,7,8-tetrahydro-quinoline-5-carboxamide O[C@H]1CC[C@H](C=2C=CC=NC12)C(=O)NCC1=C(C=C(C=C1F)F)F